3-bromo-3',5'-difluoro-[1,1'-biphenyl]-2-carbonitrile BrC1=C(C(=CC=C1)C1=CC(=CC(=C1)F)F)C#N